2-heptenyldimethylethoxysilane C(=CCCCCC)CCO[SiH](C)C